methyl 4-(3-cyclopropylisoxazol-5-yl)-5-methylpyridinecarboxylate C1(CC1)C1=NOC(=C1)C1=CC(=NC=C1C)C(=O)OC